FC1=CC=C(C=C1)N1CCC(CC1)\C=C(/C(=O)N1C(C=CCC1)=O)\C (Z)-1-(3-(1-(4-fluorophenyl)piperidin-4-yl)-2-methylacryloyl)-5,6-dihydropyridin-2(1H)-one